5-(4-((2-isopropyl-2,6-dihydropyrrolo[3,4-c]pyrazol-5(4H)-yl)methyl)phenyl)-N-(3-(pyrrolidin-1-yl)propyl)thieno[3,2-b]pyridin-7-amine C(C)(C)N1N=C2C(=C1)CN(C2)CC2=CC=C(C=C2)C2=CC(=C1C(=N2)C=CS1)NCCCN1CCCC1